2-(2-((3R,4R)-3-Amino-4-fluoropiperidin-1-yl)-6-fluoro-1H-benzo[d]imidazol-1-yl)-N-((S)-tetrahydrofuran-3-yl)acetamid N[C@@H]1CN(CC[C@H]1F)C1=NC2=C(N1CC(=O)N[C@@H]1COCC1)C=C(C=C2)F